C(C)(C)(C)S(=O)(=O)C=1C=CC=2N(C1)C(=CN2)I 6-(tert-butylsulfonyl)-3-iodoimidazo[1,2-a]pyridine